(2S)-2-(9H-fluoren-9-yl-methoxycarbonylamino)-3-methylbutanoic acid C1=CC=CC=2C3=CC=CC=C3C(C12)N([C@H](C(=O)O)C(C)C)C(=O)OC